FC(C)(C)C=1OC(=CN1)C(=O)N1[C@@H](C2=C(CC1)NC=N2)C2=NN1C(C(=CC=C1)F)=C2 (S)-(2-(2-fluoropropan-2-yl)oxazol-5-yl)(4-(4-fluoropyrazolo[1,5-a]pyridin-2-yl)-1,4,6,7-tetrahydro-5H-imidazo[4,5-c]pyridin-5-yl)methanone